N-((2-((4,4-difluorocyclohexyl)amino)-6-(3-(hydroxymethyl)-1H-pyrazol-1-yl)pyridin-4-yl)methyl)isobutyramide FC1(CCC(CC1)NC1=NC(=CC(=C1)CNC(C(C)C)=O)N1N=C(C=C1)CO)F